FC1=C(C(=CC=C1)F)[C@H]1N(OCC1)C1=CC(=NC=N1)NC=1C(=CC(=C(C1)NC(C=C)=O)N1CCC(CC1)N1C[C@@H](O[C@@H](C1)C)C)OC N-(5-((6-((S)-3-(2,6-difluorophenyl)isoxazolidine-2-yl)pyrimidine-4-yl)amino)-2-(4-((2S,6R)-2,6-dimethylmorpholino)piperidine-1-yl)-4-methoxyphenyl)acrylamide